5-bromo-2-(2,2-difluorocyclopropyl)pyridine BrC=1C=CC(=NC1)C1C(C1)(F)F